BrC1=CC=C(C=C1)C1C(C(CC(C1)=O)COC1=CC=C(C=C1)C(F)(F)F)C(=O)[O-] 2-(4-bromophenyl)-4-oxo-6-((4-(trifluoromethyl)phenoxy)methyl)cyclohexane-1-carboxylate